ClC=1C(=NC(=NC1)NC=1C(=NN(C1)C1CN(CC1)C)C)NCCCN1C(C(C1)(C)C)=O 1-(3-((5-chloro-2-((3-methyl-1-(1-methylpyrrolidin-3-yl)-1H-pyrazol-4-yl)amino)pyrimidin-4-yl)amino)propyl)-3,3-dimethylazetidin-2-one